FC1=CC=C(C=C1)C1=NN2C(CN(CC2)C(=O)C=2C=NC=CC2)=C1 (2-(4-fluorophenyl)-6,7-dihydropyrazolo[1,5-a]pyrazin-5(4H)-yl)(pyridin-3-yl)methanone